5-methoxy-1-methyl-4,7-dioxo-4,7-dihydro-1H-indole COC=1C(C=2C=CN(C2C(C1)=O)C)=O